N(=C=O)C1=CC(=C(C=C1)C1=CC(=NC=C1)C)C=1N=NN(N1)C(C1=CC=CC=C1)(C1=CC=CC=C1)C1=CC=CC=C1 4-(4-isocyanato-2-(2-trityl-2H-tetrazol-5-yl)phenyl)-2-methylpyridine